(S)-4-((((9H-fluoren-9-yl)methoxy)carbonyl)amino)-2-(12-((4-sulfophenyl)thio)dodecanamido)butanoic acid C1=CC=CC=2C3=CC=CC=C3C(C12)COC(=O)NCC[C@@H](C(=O)O)NC(CCCCCCCCCCCSC1=CC=C(C=C1)S(=O)(=O)O)=O